2-(((S)-1-(1H-tetrazol-1-yl)propan-2-yl)oxy)-4-(2-((3-(2-(2,2-difluoroethoxy)ethoxy)-1-((1r,4r)-4-morpholinocyclohexyl)-1H-pyrazol-4-yl)amino)pyrimidin-5-yl)benzonitrile N1(N=NN=C1)C[C@H](C)OC1=C(C#N)C=CC(=C1)C=1C=NC(=NC1)NC=1C(=NN(C1)C1CCC(CC1)N1CCOCC1)OCCOCC(F)F